1-chloro-3-(2,6-dichloro-4-((4-(2-hydroxy-3-(ethylsulfonyl)propoxy)phenyl)sulfonyl)phenoxy)propan-2-ol methylpropyl-tert-butanoate CCC(C(=O)OC(CCl)COC1=C(C=C(C=C1Cl)S(=O)(=O)C1=CC=C(C=C1)OCC(CS(=O)(=O)CC)O)Cl)(C)CCC